(2-(2-((3R,4R)-3-amino-4-fluoropiperidin-1-yl)-5,6-difluoro-1H-benzo[d]imidazol-1-yl)acetyl)azetidine-3-carbonitrile N[C@@H]1CN(CC[C@H]1F)C1=NC2=C(N1CC(=O)N1CC(C1)C#N)C=C(C(=C2)F)F